COCOC=1C=C2C=C(N(C2=CC1)C1=CC(=NC=C1)C)C1CCOCC1 5-(methoxymethyloxy)-1-(2-methylpyridin-4-yl)-2-(tetrahydro-2H-pyran-4-yl)-1H-indole